Tert-butyl 4-{3-[1-(2,6-dioxopiperidin-3-yl)-3-methyl-2-oxo-1,3-benzodiazol-4-yl]prop-2-yn-1-yl}piperidine-1-carboxylate O=C1NC(CCC1N1C(N(C2=C1C=CC=C2C#CCC2CCN(CC2)C(=O)OC(C)(C)C)C)=O)=O